C12CC(CC(CC1)N2)CC2=CN=C1C(=NC(=NN12)O[C@@H](C)CCC)N 7-((8-azabicyclo[3.2.1]oct-3-yl)methyl)-2-(((S)-pent-2-yl)oxy)imidazo[2,1-f][1,2,4]triazin-4-amine